FC1=CC=CC2=C1[C@H](CC1=C(O2)C=CC=C1)CN |o1:7| (S*)-(9-fluoro-10,11-dihydrodibenzo[b,f]oxepin-10-yl)methanamine